NC(CN1CCC(CC1)C=1C=C2C(=C(N(C2=CC1)C(=O)O)C=1C(=C(C=2N(C1)N=CN2)C)C)C(C)C)=O (S)-5-(1-(2-amino-2-oxoethyl)piperidin-4-yl)-2-(7,8-dimethyl-[1,2,4]triazolo[1,5-a]pyridin-6-yl)-3-isopropyl-1H-indole-1-carboxylic acid